COC=1CC=2C(=NC=NC2CC1OC)N1CCC(CC1)CNS(N)(=O)=O N-{[1-(6,7-dimethoxy-5,8-dihydroquinazolin-4-yl)piperidin-4-yl]methyl}sulfuric diamide